3-(4-tert-butylphenyl)butanal C(C)(C)(C)C1=CC=C(C=C1)C(CC=O)C